C(C)(C)(C)N1CCC(CC1)OC1=NC(=CC=C1F)CC1=C(C=C(C=C1)Cl)F tert-butyl-4-((6-(4-chloro-2-fluorobenzyl)-3-fluoropyridin-2-yl)oxy)piperidine